C12(CC3CC(CC(C1)C3)C2)CC2=NOC(=N2)[C@H](CC=2N=CNC2)NC([C@H](CC2=C(C=C(C=C2C)O)C)NC([C@@H](CCNC(=N)N)N)=O)=O (R)-N-((S)-1-(((S)-1-(3-(adamantan-1-yl)methyl-1,2,4-oxadiazol-5-yl)-2-(1H-imidazol-4-yl)ethyl)amino)-3-(4-hydroxy-2,6-dimethylphenyl)-1-oxopropan-2-yl)-2-amino-4-guanidino-butanamide